BrC1=CC=C(C=C1)C1(CC1)C(F)(F)F 1-bromo-4-(1-trifluoromethyl-cyclopropyl)-benzene